2-phenylpyridylpentamethylcyclopentadiene C1(=CC=CC=C1)C1=NC=CC=C1C1(C(=C(C(=C1C)C)C)C)C